4-(3-methoxyphenyl)-1,4-dihydro-5H-tetrazol-5-one COC=1C=C(C=CC1)N1N=NNC1=O